The molecule is an cannabinoid that is cyclohexene which is substituted by a methyl group at position 1, a 2,6-dihydroxy-4-pentylphenyl group at position 3, and a prop-1-en-2-yl group at position 4. It has a role as a plant metabolite. It is a member of resorcinols, an olefinic compound and a phytocannabinoid. CCCCCC1=CC(=C(C(=C1)O)[C@@H]2C=C(CC[C@H]2C(=C)C)C)O